1-(3-{[3-(4-Chloro-2-hydroxy-6-methylphenyl)-7H-pyrrolo[2,3-c]pyridazin-7-yl]methyl}piperidin-1-yl)ethan-1-one ClC1=CC(=C(C(=C1)C)C1=CC2=C(N=N1)N(C=C2)CC2CN(CCC2)C(C)=O)O